[N+](=O)([O-])C1=C(C(NC(N1)=O)=O)C1=CC=CC=C1 nitrophenyluracil